COC=1C=C2C=CC(=CC2=CC1)C1SC=CS1 2-(6-methoxynaphthalene-2-yl)-1,3-dithiole